1-(3-fluoropropyl)pyrrolidine FCCCN1CCCC1